C(C1=CC=CC=C1)N(CC1=CC=CC=C1)P(N(CC1=CC=CC=C1)CC1=CC=CC=C1)(N(CC1=CC=CC=C1)CC1=CC=CC=C1)=N[P+](N=P(N(CC1=CC=CC=C1)CC1=CC=CC=C1)(N(CC1=CC=CC=C1)CC1=CC=CC=C1)N(CC1=CC=CC=C1)CC1=CC=CC=C1)(N=P(N(CC1=CC=CC=C1)CC1=CC=CC=C1)(N(CC1=CC=CC=C1)CC1=CC=CC=C1)N(CC1=CC=CC=C1)CC1=CC=CC=C1)N=P(N(CC1=CC=CC=C1)CC1=CC=CC=C1)(N(CC1=CC=CC=C1)CC1=CC=CC=C1)N(CC1=CC=CC=C1)CC1=CC=CC=C1 tetrakis[tris(dibenzylamino)phosphoranylideneamino]phosphonium